C(CCCCCCCCCCCCCCC)NC(OC1=NC2=CC(=CC=C2C=C1)OCCCCN1CCN(CC1)C1=CC=CC=2SC=CC21)=O 7-(4-(4-(benzo[b]thiophen-4-yl)piperazin-1-yl)butoxy)quinolin-2-yl hexadecylcarbamate